BrC1=CC(=C(C(=C1)C)O)C1OCCO1 4-bromo-2-(1,3-dioxolan-2-yl)-6-methylphenol